C1(CCCC1)C=1C(=CC(N(C1)C)=O)C=1C2=C(C(N(C1)C)=O)NC(=C2)C2=CC(=NC(=C2)C)C 5-cyclopentyl-4-[2-(2,6-dimethylpyridin-4-yl)-6-methyl-7-oxo-1H-pyrrolo[2,3-c]pyridin-4-yl]-1-methylpyridin-2-one